CN(C(=O)C1CC1)[C@@H]1CN(CC1)C(=O)OC(C)(C)C tert-Butyl (S)-3-(N-methylcyclopropaneamido)pyrrolidine-1-carboxylate